1-(3-(1-((1-(4-(4-(3-Amino-6-(2-hydroxyphenyl)pyridazin-4-yl)morpholin-2-yl)-3-methylbenzoyl)piperidin-4-yl)methyl)piperidin-4-yl)-1,2-dimethyl-1H-indol-7-yl)dihydropyrimidine NC=1N=NC(=CC1N1CC(OCC1)C1=C(C=C(C(=O)N2CCC(CC2)CN2CCC(CC2)C2=C(N(C3=C(C=CC=C23)N2CNCC=C2)C)C)C=C1)C)C1=C(C=CC=C1)O